ClC=1C=C(C=NC1OC)C1=CC=C(CN2C=CC3=C(C=CC(=C23)C(=O)NC2CC3(CCC3)C2)F)C=C1 (Ra)-6-(1-(4-(5-Chloro-6-methoxypyridin-3-yl)benzyl)-4-fluoro-1H-indol-7-carboxamido)-spiro[3.3]heptan